C1(CC1)C1C[C@H](N(CC1)CC1=C2C=CN(C2=C(C=C1OC)C)C(=O)OC(C)(C)C)C1=CC=C(C=C1)C(=O)OC tert-butyl 4-(((2S)-4-cyclopropyl-2-(4-(methoxycarbonyl)phenyl)piperidin-1-yl)methyl)-5-methoxy-7-methyl-1H-indole-1-carboxylate